ClC1=CC=C(C=C1)N1CCNCC1 1-(4-Chloro-phenyl)-piperazine